trans-1,2-dichloro-1,2-difluoro-ethylene ClC(=C(F)Cl)F